tert-Butyl N-[3-cyano-4-(5,5-dimethyl-1,3,2-dioxaborinan-2-yl)-7-methyl-benzothiophen-2-yl]carbamate C(#N)C1=C(SC2=C1C(=CC=C2C)B2OCC(CO2)(C)C)NC(OC(C)(C)C)=O